[Si](C)(C)(C(C)(C)C)OCCC[C@](CCC=C)(S(=O)(=O)N(CC1=CC=C(C=C1)OC)CC1=CC=C(C=C1)OC)C (S)-1-((TERT-BUTYLDIMETHYLSILYL)OXY)-N,N-BIS(4-METHOXYBENZYL)-4-METHYLOCT-7-ENE-4-SULFONAMIDE